FC(C=1C(=C(C=CC1)[C@@H](C)NC=1C=2C(N=C(N1)C)=C(C(N(C2)C2(CC2)CF)=O)OC([2H])([2H])[2H])F)F (R)-4-((1-(3-(Difluoromethyl)-2-fluorophenyl)ethyl)amino)-6-(1-(fluoromethyl)cyclopropyl)-8-(methoxy-d3)-2-methylpyrido[4,3-d]pyrimidin-7(6H)-one